FC1=CC=C(C=C1)C=1N(C(C2=CC(=CC(=C2C1)C(C)NC1=C(C(=O)O)C=CC=C1)C)=O)C1COCC1 2-((1-(3-(4-fluorophenyl)-7-methyl-1-oxo-2-(tetrahydrofuran-3-yl)-1,2-dihydroisoquinolin-5-yl)ethyl)amino)benzoic acid